(S)-1-(3,4-difluorophenyl)-5-(5-(3,5-dimethylisoxazol-4-yl)-1-((1S,4R)-4-hydroxy-4-methylcyclohexyl)-1H-benzo[d]imidazol-2-yl)pyrrolidin-2-one FC=1C=C(C=CC1F)N1C(CC[C@H]1C1=NC2=C(N1C1CCC(CC1)(C)O)C=CC(=C2)C=2C(=NOC2C)C)=O